FC1=C(C(=N)NO)C=C(C=C1)OC=1C(=C2C=CN(C2=CC1F)S(=O)(=O)C1=CC=C(C=C1)C)S(=O)(=O)C 2-fluoro-5-[6-fluoro-4-methylsulfonyl-1-(p-tolylsulfonyl)indol-5-yl]oxy-N-hydroxy-benzamidine